C(#N)C1=CC=C(C=C1)C1=CC=C(C=C1)OCC1(CN(CC1)C(C1=CC=C(C=C1)OC)=O)C(=O)NS(=O)(=O)C(C)C 3-[({4'-cyano-[1,1'-biphenyl]-4-yl}oxy)methyl]-1-(4-methoxybenzoyl)-N-(propane-2-sulfonyl)pyrrolidine-3-carboxamide